NC1=CC=C(C=N1)/C=C/C(=O)O (E)-3-(6-aminopyridin-3-yl)acrylic acid